Calcium natrium [Na].[Ca]